4-((1-(3-fluoro-5-trifluoromethylphenyl)azetidin-3-yl)methyl)-N-(1H-indol-3-yl)-3-oxo-3,4-dihydro-2H-benzo[b][1,4]thiazine-6-carboxamide FC=1C=C(C=C(C1)C(F)(F)F)N1CC(C1)CN1C2=C(SCC1=O)C=CC(=C2)C(=O)NC2=CNC1=CC=CC=C21